BrC=1C(=C(SC1)C=O)OC(F)F 4-bromo-3-(difluoromethoxy)thiophene-2-carbaldehyde